tert-butyl (S)-2-(4,4-difluorocyclohexyl)-6-(((2-(1-(trifluoromethyl)cyclopropane-1-carbonyl)-2,6-diazaspiro[3.4]octan-8-yl)methoxy)methyl)benzoate FC1(CCC(CC1)C1=C(C(=O)OC(C)(C)C)C(=CC=C1)COC[C@@H]1CNCC12CN(C2)C(=O)C2(CC2)C(F)(F)F)F